O1N=C(C=C1)C=1C=CC(=NC1)NC(=O)C1C(C1(C)C)(C)C N-(5-isoxazol-3-yl-2-pyridinyl)-2,2,3,3-tetramethyl-cyclopropanecarboxamide